N1=CC=C(C=C1)C1=CC=C(N)C=C1 4-(pyridin-4-yl)aniline